C1(CC1)N(C=1C2=C(N=CN1)N(C=C2)CC2C(CN(CC2)CC(=O)N)(F)F)CC2=CC=C(C=C2)C(F)(F)F 2-(4-((4-(Cyclopropyl(4-(trifluoromethyl)benzyl)amino)-7H-pyrrolo[2,3-d]pyrimidin-7-yl)methyl)-3,3-difluoropiperidin-1-yl)acetamide